FC(C=1C(=NC=CC1)N1CCCC1)(F)F (R)-1-(3-(trifluoromethyl)pyridin-2-yl)pyrrolidin